(S)-3-((1R,3R)-1-(2,6-difluoro-3-(2-((3-fluoropropyl)(methyl)amino)ethoxy)phenyl)-3-methyl-1,3,4,9-tetrahydro-2H-pyrido[3,4-b]indol-2-yl)-2-methylpropanoic acid FC1=C(C(=CC=C1OCCN(C)CCCF)F)[C@H]1N([C@@H](CC2=C1NC1=CC=CC=C21)C)C[C@@H](C(=O)O)C